2-(trifluoromethyl)-1,3,4-oxadiazole FC(C=1OC=NN1)(F)F